8-(4-chloro-2-fluorophenyl)-2,3-dimethyl-6-(3-((1-methyl-1H-pyrazol-4-yl)oxy)azetidin-1-yl)pyrimido[5,4-d]pyrimidin-4(3H)-one ClC1=CC(=C(C=C1)C1=NC(=NC2=C1N=C(N(C2=O)C)C)N2CC(C2)OC=2C=NN(C2)C)F